BrC1=C(C(=O)O)C(=CC=C1)CC(=O)O 2-Bromo-6-(carboxymethyl)benzoic acid